Cl.ClCCN(C)C 2-chloro-N,N-dimethylethan-1-amine-hydrochloride salt